N=1N=CN(C1)C1CN(CCC1)C1=NC(=NC=C1)C1=CN=C2N1C=C(N=C2)C(F)(F)F 3-[4-[3-(1,2,4-Triazol-4-yl)-1-piperidinyl]pyrimidin-2-yl]-6-(trifluoromethyl)imidazo[1,2-a]pyrazine